(3-FLUORO-4-FORMYL-PHENYL)-CARBAMIC ACID BENZYL ESTER C(C1=CC=CC=C1)OC(NC1=CC(=C(C=C1)C=O)F)=O